COCC1=CN=NC=C1[Sn](C)(C)C 4-(Methoxymethyl)-5-(trimethylstannyl)pyridazine